FC=1C=C(C=CC1)C=1N=C2N(C(C1C)=O)C=C(C=C2[C@@H](C)NC2=CC=CC1=C2C(N(O1)CC1=C(C=C(C=C1OC)OC)OC)=O)C (R)-4-((1-(2-(3-fluorophenyl)-3,7-dimethyl-4-oxo-4H-pyrido[1,2-a]pyrimidin-9-yl)ethyl)amino)-2-(2,4,6-trimethoxybenzyl)benzo[d]isoxazol-3(2H)-one